C(C)(=O)OC[C@H]1O[C@H]([C@@H]([C@@H]1OC(C)=O)OC(C)=O)N1C2=NC(=NC(=C2N=C1)N1CC(C1)(C1=CC=C(C=C1)C)C1=CC=CC=C1)Cl [(2R,3R,4R,5R)-3,4-diacetoxy-5-[2-chloro-6-[3-phenyl-3-(p-tolyl)azetidin-1-yl]purin-9-yl]tetrahydrofuran-2-yl]methyl acetate